CC1=CC=C(N=N1)OC=1C=CC=2N(C1)N=CC2C2=CC=C(C(=N2)C=2C=NN(C2)CC(F)(F)F)C(CC)=O 1-[6-[6-(6-methylpyridazin-3-yl)oxypyrazolo[1,5-a]pyridin-3-yl]-2-[1-(2,2,2-trifluoroethyl)pyrazol-4-yl]pyridin-3-yl]propan-1-one